1-(5'-fluoro-[1,1':3',1''-terphenyl]-2'-yl)-2-(7-fluorodibenzo[b,d]furan-4-yl)-1H-benzo[d]imidazole FC=1C=C(C(=C(C1)C1=CC=CC=C1)N1C(=NC2=C1C=CC=C2)C2=CC=CC1=C2OC2=C1C=CC(=C2)F)C2=CC=CC=C2